8-[5-(azetidin-1-yl)-2-(methylsulfanyl)pyrido[4,3-d]pyrimidin-7-yl]-2-fluoro-6-(methoxymethoxy)naphthalene-1-carbonitrile N1(CCC1)C1=NC(=CC=2N=C(N=CC21)SC)C=2C=C(C=C1C=CC(=C(C21)C#N)F)OCOC